2-(tert-butoxycarbonylamino)-3-(2,4,5-trifluorophenyl)propionic acid C(C)(C)(C)OC(=O)NC(C(=O)O)CC1=C(C=C(C(=C1)F)F)F